5-((6-((2-(Dimethylamino)ethyl)(methyl)amino)imidazo[1,2-b]pyridazin-3-yl)ethynyl)-N-(4-((4-methylpiperazin-1-yl)methyl)-3-(trifluoromethyl)phenyl)nicotinamide CN(CCN(C=1C=CC=2N(N1)C(=CN2)C#CC=2C=NC=C(C(=O)NC1=CC(=C(C=C1)CN1CCN(CC1)C)C(F)(F)F)C2)C)C